N[C@H]1CN(CCC1)C(=O)OC(C)(C)C |r| tert-butyl rac-(3R)-3-aminopiperidine-1-carboxylate